BrC=1C(=NN(C1C)C1CC2(CN(C2)C(=O)OCCCC)C1)C1=CC=2C(=CN=CC2)N1 butyl 6-(4-bromo-5-methyl-3-(1H-pyrrolo[2,3-c]pyridin-2-yl)-1H-pyrazol-1-yl)-2-azaspiro[3.3]heptane-2-carboxylate